N1(CCCCCC1)CC#CC1=NC=CC(=C1)N1C[C@@H]2CNC=3N=NC(=CC3N2CC1)C1=C(C=CC=C1)O 2-[(10S)-12-[2-[3-(azepan-1-yl)prop-1-ynyl]-4-pyridinyl]-1,5,6,8,12-pentaazatricyclo[8.4.0.02,7]tetradeca-2(7),3,5-trien-4-yl]phenol